C(C)N(C(=O)C1=C(OC2=C(N=C(N=N2)C)N2CC3(C2)CCN(CC3)C(=O)OC(C)(C)C)C=CC(=C1)F)C(C)C tert-butyl 2-(6-(2-(ethyl (isopropyl) carbamoyl)-4-fluorophenoxy)-3-methyl-1,2,4-triazin-5-yl)-2,7-diazaspiro[3.5]nonane-7-carboxylate